ClC1=C(C=C(C=C1)NC(=O)C1=NN(C2=C1CN(CC2C)C(=O)C=2NC=CC2)CC2=CC=C(C=C2)F)[N+](=O)[O-] N-(4-chloro-3-nitrophenyl)-1-(4-fluorobenzyl)-7-methyl-5-(1H-pyrrole-2-carbonyl)-4,5,6,7-tetrahydro-1H-pyrazolo[4,3-c]Pyridine-3-carboxamide